BrC1=C(C(=CC(=C1)C(C(F)(F)F)(C(F)(F)F)F)C(F)(F)F)NC(C1=C(C(=CC=C1)N(CC1CC1)C(C1=C(C=C(C=C1)C#N)C)=O)F)=O N-[2-bromo-4-(1,1,1,2,3,3,3-heptafluoroprop-2-yl)-6-(trifluoromethyl)phenyl]-3-[N-(cyclopropylmethyl)-2-methyl-4-cyanobenzoylamino]-2-fluorobenzamide